(R)-3-(3-(6-(2-chloropyrimidin-4-yl)pyridin-2-yl)-isoxazol-5-yl)-3-hydroxy-1-methylpyrrolidin-2-one ClC1=NC=CC(=N1)C1=CC=CC(=N1)C1=NOC(=C1)[C@]1(C(N(CC1)C)=O)O